F[C@@H]1[C@@H]2CCC[C@H](C[C@H]1SC=1N=CC(=NC1)C=1C(=CC(=NC1)N1C=NC=C1)O)N2 5-(5-(((1S,2R,3R,5R)-2-fluoro-9-azabicyclo[3.3.1]non-3-yl)thio)pyrazin-2-yl)-2-(1H-imidazol-1-yl)pyridin-4-ol